C\C(=C/CNC(=O)C1=NC2=CC(=C(C=C2N(C1=O)C[C@@H]([C@@H]([C@@H](CO)O)O)O)C)C)\CCC=C(C)C N-((E)-3,7-dimethyloct-2,6-dien-1-yl)-6,7-dimethyl-3-oxo-4-((2S,3S,4R)-2,3,4,5-tetrahydroxypentyl)-3,4-dihydroquinoxaline-2-carboxamide